FC(C(=O)O)(F)F.C(#N)C1=CC(=C(COC2=NC=CC=C2C2CCN(CC2)CC2=NC3=C(N2CC2=CN=NN2CC)C=C(C=C3)C(=O)O)C=C1)F 2-[(4-{2-[(4-cyano-2-fluorobenzyl)oxy]pyridin-3-yl}piperidin-1-yl)methyl]-1-[(1-ethyl-1H-1,2,3-triazol-5-yl)methyl]-1H-benzimidazole-6-carboxylic acid, trifluoroacetate salt